3-(2-amino-9-((2R,3S,4S,5R)-4-fluoro-3-hydroxy-5-(hydroxymethyl)tetrahydrofuran-2-yl)-8-oxo-8,9-dihydro-7H-purin-7-yl)propanenitrile NC1=NC=C2N(C(N(C2=N1)[C@@H]1O[C@@H]([C@H]([C@H]1O)F)CO)=O)CCC#N